ethyl N2,N6-dicinnamoyllysinate C(C=CC1=CC=CC=C1)(=O)N[C@@H](CCCCNC(C=CC1=CC=CC=C1)=O)C(=O)OCC